2-methylmercapto-4-(1-methylindol-3-yl)pyrazolo[1,5-a][1,3,5]Triazine CSC1=NC=2N(C(=N1)C1=CN(C3=CC=CC=C13)C)N=CC2